C1(CC1)C1N(CCN(C1)C=1N=NC(=CC1)C1=CC2=C(N=C(O2)C)C=C1OCOC)C(=O)OC(C)(C)C tert-butyl 2-cyclopropyl-4-{6-[5-(methoxymethoxy)-2-methyl-1,3-benzoxazol-6-yl] pyridazin-3-yl}piperazine-1-carboxylate